3-[(1,1-dimethyl-2-hydroxyethyl)amino]-2-hydroxypropanesulphonic acid CC(CO)(C)NCC(CS(=O)(=O)O)O